(S)-5-(tert-butyl)-N-(1-(4-(2-(cyclopropanecarboxamido)pyridin-4-yl)-5-fluoro-2-methylphenyl)ethyl)-1,2,4-oxadiazole-3-carboxamide C(C)(C)(C)C1=NC(=NO1)C(=O)N[C@@H](C)C1=C(C=C(C(=C1)F)C1=CC(=NC=C1)NC(=O)C1CC1)C